C(C)(C)(C)OC(=O)N[C@H](C(=O)O)CC1=CN=CN1 (S)-2-((tert-Butoxycarbonyl)amino)-3-(1H-imidazol-5-yl)propionic acid